Cl.Cl.FC=1C=C(C=C(C1)CN1CCNCC1)C1=C2C(=NC=C1)NC(C2(C)C)=O 4-[3-fluoro-5-(piperazin-1-ylmethyl)phenyl]-3,3-dimethyl-1H-pyrrolo[2,3-b]Pyridin-2-one dihydrochloride